C(C=CC=CC=CC=CC=CCCCCCCCCCCCCC)(=O)O tetracospentaenoic acid